(R)-1-((7-chloro-2-(2,2'-dimethyl-3'-(4,5,6,7-tetrahydrothiazolo[5,4-c]pyridin-2-yl)-[1,1-biphenyl]-3-yl)benzo[d]oxazol-5-yl)methyl)pyrrolidine-3-carboxylic acid ClC1=CC(=CC=2N=C(OC21)C=2C(=C(C=CC2)C2=C(C(=CC=C2)C=2SC=1CNCCC1N2)C)C)CN2C[C@@H](CC2)C(=O)O